1,2,4-triazole copper (I) [Cu+].N1N=CN=C1